O=C1OCC2=CC(=CC=C12)CC(=O)OC(C)(C)C tert-butyl 2-(1-oxo-1,3-dihydroisobenzofuran-5-yl)acetate